Lithium tris(trifluoromethylsulfonyl)methide [C-](S(=O)(=O)C(F)(F)F)(S(=O)(=O)C(F)(F)F)S(=O)(=O)C(F)(F)F.[Li+]